O=C1NC(CCC1N1C(C2=CC=CC(=C2C1)NC(C)=O)=O)=O N-(2-(2,6-dioxopiperidin-3-yl)-1-oxoisoindolin-4-yl)acetamide